BrC1=CC(=C(C(=C1)OC)C(C)(C)O)OC 2-(4-bromo-2,6-dimethoxyphenyl)propan-2-ol